2-(1H-indol-5-yloxy)benzoic acid N1C=CC2=CC(=CC=C12)OC1=C(C(=O)O)C=CC=C1